N-((1,2,3,5,6,7-hexahydro-s-indacen-4-yl)carbamoyl)-4-hydroxy-5,6,7,8-tetrahydro-4H-5,8-methanocyclohepta[b]furan-2-sulfonamide C1CCC2=C(C=3CCCC3C=C12)NC(=O)NS(=O)(=O)C1=CC2=C(O1)C1CCC(C2O)C1